methyl 2-(1-(4-(2-(1-(6,7-dihydro-5H-pyrrolo[1,2-c]imidazol-1-yl)-2-oxo-2-(thiazol-2-ylamino)ethyl)-7-fluoro-3-oxoisoindolin-5-yl)phenyl)piperidin-4-yl)acetate C1(=C2N(C=N1)CCC2)C(C(NC=2SC=CN2)=O)N2CC1=C(C=C(C=C1C2=O)C2=CC=C(C=C2)N2CCC(CC2)CC(=O)OC)F